6-((5S)-5-methylpiperidin-2-yl)spiro[benzo[b][1,4]oxazin-2,1'-cyclopropane]-3(4H)-one C[C@H]1CCC(NC1)C1=CC2=C(OC3(CC3)C(N2)=O)C=C1